(S)-4-(2-(trifluoromethyl)morpholino)benzene-1,2-diamine FC([C@H]1OCCN(C1)C=1C=C(C(=CC1)N)N)(F)F